3-[2-(2-cyclopentyl-phenyl)-2-hydroxy-acetoxy]-1,1-dimethyl-pyrrolidinium chloride [Cl-].C1(CCCC1)C1=C(C=CC=C1)C(C(=O)OC1C[N+](CC1)(C)C)O